Cl.COC1=CC=C2CCNC3CC4=C(C1=C23)C=CC(=C4)OC 1,9-dimethoxy-5,6,6a,7-tetrahydro-4H-dibenzo[de,g]quinoline hydrochloride